C(C)N1N(CCC1=O)C1=NC=CC=C1Cl ethyl-3-chloropyridylpyrazolidone